Cl.Cl.N1CCC(CC1)CCSCCC1CCNCC1 bis(2-(piperidin-4-yl)ethyl)sulfane dihydrochloride